1-{4-[5-(ethylsulfonyl)-6-[3-(1-ethoxyvinyl)-7-methyl-7H-imidazo[4,5-c]pyridazin-6-yl]pyridin-3-yl]phenyl}cyclopropane-1-carbonitrile C(C)S(=O)(=O)C=1C=C(C=NC1C1=NC2=C(N=NC(=C2)C(=C)OCC)N1C)C1=CC=C(C=C1)C1(CC1)C#N